NC1=NC=NN2C1=NC=C2C=2C=C(C=CC2C)S(=O)(=O)N2CCC1(COC(N1)=O)CC2 8-((3-(4-Aminoimidazo[2,1-f][1,2,4]triazin-7-yl)-4-methylphenyl)sulfonyl)-3-oxa-1,8-diazaspiro[4.5]decan-2-one